C(C)(=O)NNC(C1=CC=C(C=C1)F)=O N'-acetyl-4-fluorobenzoyl-hydrazine